BrC1=C(C=CC=C1)C(=O)N1C(=NCC1)N1CCCCC1 (2-bromophenyl)-[2-(1-piperidyl)-4,5-dihydroimidazol-1-yl]methanone